2-((2-chloro-5-cyano-3-((2S)-2-methyl-4-((2-oxoazepan-3-yl)methyl)piperazin-1-yl)phenyl)amino)-4-(cyclopropylamino)pyrazolo[1,5-a][1,3,5]triazine-8-carbonitrile ClC1=C(C=C(C=C1N1[C@H](CN(CC1)CC1C(NCCCC1)=O)C)C#N)NC1=NC=2N(C(=N1)NC1CC1)N=CC2C#N